7-chloro-6-(2,6-difluorophenyl)-4-methyl-8-(trifluoromethyl)-4H-[1,2,4]triazolo[1,5-a][1,4]benzodiazepine ClC1=C(C=CC2=C1C(=NC(C=1N2N=CN1)C)C1=C(C=CC=C1F)F)C(F)(F)F